C(CCCCC)C(C(=O)OC)C(=O)OC Dimethyl 2-Hexylmalonate